acetic acid (acetyloxy)(sodio)boranyl-acetate C(C)(=O)OC(C(=O)O)B[Na].C(C)(=O)O